6-(8-(methylamino)-5-azaspiro[2.5]octan-5-yl)pyridin CNC1CCN(CC12CC2)C2=CC=CC=N2